CO[C@@H]1CO[C@H]2[C@@H]1OC[C@H]2OC=2N(C(C(=CN2)NCCCC2=CC=CC=C2)=O)CC(=O)O 2-(2-(((3R,3aR,6R,6aR)-6-methoxyhexahydrofuro[3,2-b]furan-3-yl)oxy)-6-oxo-5-((3-phenylpropyl)amino)pyrimidin-1(6H)-yl)acetic acid